FC1=C(C=CC=C1F)C=1N(C(C2=CC(=CC(=C2C1)C(C)NC1=C(C(=O)O)C=CC=C1)C)=O)C 2-((1-(3-(2,3-difluorophenyl)-2,7-dimethyl-1-oxo-1,2-dihydroisoquinolin-5-yl)ethyl)amino)benzoic acid